C(OCCSSCCOC([O-])=O)([O-])=O (disulfanediylbis(ethane-2,1-diyl)) bis(carbonate)